bis[2-[2,4,6-trioxo-3,5-bis[2-(3-oxobutanoyloxy) ethyl]-1,3,5-triazin-1-yl] ethyl] adipate C(CCCCC(=O)OCCN1C(N(C(N(C1=O)CCOC(CC(C)=O)=O)=O)CCOC(CC(C)=O)=O)=O)(=O)OCCN1C(N(C(N(C1=O)CCOC(CC(C)=O)=O)=O)CCOC(CC(C)=O)=O)=O